C(C)(C)N1C(N(C2=C1C=CC(=C2)[N+](=O)[O-])C(C)C)=O 1,3-diisopropyl-5-nitro-1H-benzo[d]imidazol-2(3H)-one